C(C1=CC=CC=C1)OC(=O)OCCN(S(=O)(=O)NC=1C(=C(OC=2C=C3C(N(C=NC3=CC2)C2CC3(C2)CCN(CC3)C(=O)OC(C)(C)C)=O)C(=CC1)F)F)C tert-butyl 2-[6-[3-[[2-benzyloxycarbonyloxyethyl(methyl)sulfamoyl]amino]-2,6-difluoro-phenoxy]-4-oxo-quinazolin-3-yl]-7-azaspiro[3.5]nonane-7-carboxylate